N,N-dimethyl-N-ethyl-N-(2-methacryloyloxyethyl)ammonium ethyl-sulfate C(C)OS(=O)(=O)[O-].C[N+](CCOC(C(=C)C)=O)(CC)C